N1=CN=C(C2=C1NC=C2)NC=2C=C(C=CC2N2C[C@H](NCC2)C)C#CC(C)(O)C=2SC=CN2 4-(3-((7H-pyrrolo[2,3-d]pyrimidin-4-yl)amino)-4-((R)-3-methylpiperazin-1-yl)phenyl)-2-(thiazol-2-yl)but-3-yn-2-ol